7-((4-chloro-2-fluorobenzyl)oxy)-6-cyano-3,4-dihydroisoquinolin ClC1=CC(=C(COC2=C(C=C3CCN=CC3=C2)C#N)C=C1)F